C(CCCCCCCC)[N+]1(CCCC1)C N-nonyl-N-methyl-pyrrolidinium